undec-4-yne CCCC#CCCCCCC